ethyl-di-3,5-xylylphosphine C(C)P(C1=CC(=CC(=C1)C)C)C1=CC(=CC(=C1)C)C